tert-Butyl 2',6'-dichloro-4-methyl-5,6-dihydro-[2,4'-bipyridine]-1(4H)-carboxylate ClC1=NC(=CC(=C1)C=1N(CCC(C1)C)C(=O)OC(C)(C)C)Cl